COC(=O)C1=CC(=NC=C1NC1=C(C=C(C=C1)[Si](C)(C)C)F)CC1=C(C(=NC=C1)NCC1=C(C=C(C=C1)OC)OC)F 2-[[2-[(2,4-Dimethoxyphenyl)methylamino]-3-fluoropyridin-4-yl]methyl]-5-(2-fluoro-4-trimethylsilylanilino)pyridine-4-carboxylic acid methyl ester